N-(2-cyclohexyloctan-3-yl)-4-methylbenzenesulfonamide C1(CCCCC1)C(C)C(CCCCC)NS(=O)(=O)C1=CC=C(C=C1)C